3-(3-(4-fluorophenyl)-5-(hydroxymethyl)-1H-pyrazol-1-yl)butan-2-ol tert-butyl-5-(2-methyl-4-nitrophenyl)-3,6-dihydropyridine-1(2H)-carboxylate C(C)(C)(C)C1N(CC(=CC1)C1=C(C=C(C=C1)[N+](=O)[O-])C)C(=O)OC(C)C(C)N1N=C(C=C1CO)C1=CC=C(C=C1)F